N-((R)-3-(5-((R)-1,2-dihydroxyethyl)pyrimidin-2-yl)-1,2,3,4,4a,5-hexahydrobenzo[b]pyrazino[1,2-d][1,4]oxazin-8-yl)-2-(1,5-dimethyl-3-phenyl-1H-pyrrol-2-yl)-2-oxoacetamide O[C@@H](CO)C=1C=NC(=NC1)N1C[C@H]2N(C3=C(OC2)C=C(C=C3)NC(C(=O)C=3N(C(=CC3C3=CC=CC=C3)C)C)=O)CC1